Tribehenylphosphit C(CCCCCCCCCCCCCCCCCCCCC)OP(OCCCCCCCCCCCCCCCCCCCCCC)OCCCCCCCCCCCCCCCCCCCCCC